ClC1=C(C=C(C=C1)NC(=O)N1C2CCC1CC=1C(=NC=CC12)F)C#N N-(4-chloro-3-cyanophenyl)-1-fluoro-6,7,8,9-tetrahydro-5H-5,8-epiminocyclohepta[c]-pyridine-10-carboxamide